ClC=1C=C(C=CC1)N1C=C(C2=C1N=CN=C2N2C[C@H](N(C[C@@H]2C)C(=O)OC(C)(C)C)C)C(F)(F)F tert-Butyl (2R,5S)-4-(7-(3-chlorophenyl)-5-(trifluoromethyl)-7H-pyrrolo[2,3-d]pyrimidin-4-yl)-2,5-dimethylpiperazine-1-carboxylate